bromo-2-((4-cyclopropylbenzyl)oxy)pyrimidine BrC1=NC(=NC=C1)OCC1=CC=C(C=C1)C1CC1